Methyl 5-(5-((3-chloro-4-fluorophenyl)carbamoyl)-6-methyl-1,1-dioxido-1,2,6-thiadiazinan-3-yl)thiophene-2-carboxylate ClC=1C=C(C=CC1F)NC(=O)C1CC(NS(N1C)(=O)=O)C1=CC=C(S1)C(=O)OC